C(C)(C)(C)C=1C=C(C=C(C1)C(C)(C)C)C=1C=CC=2NC3=CC=C(C=C3C2C1)C1=CC(=CC(=C1)C(C)(C)C)C(C)(C)C 3,6-Bis-(3,5-di-tert-butylphenyl)carbazol